C(C1=CC=CC=C1)OCC(COCC1=CC=CC=C1)O 1,3-Dibenzyloxy-2-propanol